7-(2-fluoro-3-(1-(1-(pyridin-3-yl)ethyl)-1H-pyrazol-4-yl)phenyl)-[1,2,4]triazolo[1,5-a]pyridin-2-amine FC1=C(C=CC=C1C=1C=NN(C1)C(C)C=1C=NC=CC1)C1=CC=2N(C=C1)N=C(N2)N